COC1=CC=C(CN2C(=NC3=C(C2=O)CCCN3)C32CN(C(C3)C2)C(=O)OC(C)(C)C)C=C1 tert-butyl 4-(3-(4-methoxybenzyl)-4-oxo-3,4,5,6,7,8-hexahydropyrido[2,3-d]pyrimidin-2-yl)-2-azabicyclo[2.1.1]hexane-2-carboxylate